tert-butyl 4-[[4-[8-chloro-7-[2-methyl-1-(2-trimethylsilylethoxymethyl) benzimidazol-5-yl]oxy-quinoxalin-2-yl]-3-methyl-pyrazol-1-yl]-methyl]piperidine-1-carboxylate ClC=1C(=CC=C2N=CC(=NC12)C=1C(=NN(C1)CC1CCN(CC1)C(=O)OC(C)(C)C)C)OC1=CC2=C(N(C(=N2)C)COCC[Si](C)(C)C)C=C1